N-[5-(1H-benzimidazol-2-yl)-1H-pyrazol-3-yl]-6-[(3S)-3-hydroxypyrrolidin-1-yl]pyridine-3-carboxamide N1C(=NC2=C1C=CC=C2)C2=CC(=NN2)NC(=O)C=2C=NC(=CC2)N2C[C@H](CC2)O